C1=CC(=C(C(=C1)O)N)C(=O)C[C@@H](C(=O)O)N The molecule is a 3-hydroxykynurenine. It has a role as a Saccharomyces cerevisiae metabolite and a mouse metabolite. It is a tautomer of a 3-hydroxy-L-kynurenine zwitterion.